BrC1=CC2=C(NC(CN(C2=O)C)=O)C=C1 7-bromo-4-methyl-3,4-dihydro-1H-benzo[e][1,4]diazepine-2,5-dione